(R)-(2-Methyl-4-phenoxyphenyl)-4-oxo-N-((1S,4S)-4-propionamidocyclohexyl)-4,5-dihydro-3H-1-thia-3,5,8-triazaacenaphthylene-2-carboxamide CC1=C(C=CC(=C1)OC1=CC=CC=C1)N1C2=C(SC=3N=CC=C(NC1=O)C32)C(=O)NC3CCC(CC3)NC(CC)=O